FC(C(=O)O)(F)F.N[C@@H]1C[C@@H]([C@H](CC1)O)C |r| rac-(1S,2S,4S)-4-Amino-2-methylcyclohexanol trifluoroacetic acid salt